8-bromo-2-[(2R,6S)-2,6-dimethylmorpholin-4-yl]-N-[(5-fluoro-1H-benzimidazol-2-yl)methyl]pyrazolo[1,5-a][1,3,5]triazin-4-amine BrC=1C=NN2C1N=C(N=C2NCC2=NC1=C(N2)C=CC(=C1)F)N1C[C@H](O[C@H](C1)C)C